4-(piperidin-1-yl)pyridazin-3(2H)-on N1(CCCCC1)C=1C(NN=CC1)=O